methyl-1,6-diazaspiro[3.4]octan CN1CCC12CNCC2